CO[C@H]1CN(CC1)C1CCC(CC1)NC(OC(C)(C)C)=O tert-butyl ((1S,4s)-4-((R)-3-methoxypyrrolidin-1-yl)cyclohexyl)carbamate